C(CCCC=O)=O Pentan-1,5-dial